COC1=CC=C(C=C1)C(OC[C@]1(O[C@H](COC1)N1C(NC(C(=C1)C)=O)=O)COP(OCCC#N)N(C(C)C)C(C)C)(C1=CC=CC=C1)C1=CC=C(C=C1)OC 3-[[(2S,6R)-2-[[bis(4-methoxyphenyl)-phenyl-methoxy]methyl]-6-(5-methyl-2,4-dioxo-pyrimidin-1-yl)-1,4-dioxan-2-yl]methoxy-(diisopropylamino)phosphanyl]oxypropanenitrile